N-(2-(3-(5-isopropoxypyridin-2-yl)-1,2,4-thiadiazol-5-ylamino)-5-(trifluoromethyl)pyridin-3-yl)-N-methylcyclopropanecarboxamide C(C)(C)OC=1C=CC(=NC1)C1=NSC(=N1)NC1=NC=C(C=C1N(C(=O)C1CC1)C)C(F)(F)F